C(N)(=O)C1=C(C(=C2N(C(CNS2(=O)=O)C(=O)OC)C1=O)C1=CC(=CC=C1)C(F)(F)F)CC1=CC=CC2=CC=CC=C12 methyl 7-carbamoyl-8-(naphthalen-1-ylmethyl)-6-oxo-9-(3-(trifluoromethyl)phenyl)-3,4-dihydro-2H,6H-pyrido[1,2-e][1,2,5]thiadiazine-4-carboxylate 1,1-dioxide